N1(CCC1)C1=NC2=CC(=CC=C2C=C1)SSC1=CC=C2C=CC(=NC2=C1)N1CCC1 2-(azetidin-1-yl)-7-{[2-(azetidin-1-yl)quinolin-7-yl]Dithio}quinoline